4-((1S,2S)-2-(difluoromethyl)cyclopropyl)-6-(2,4-dimethoxypyrimidin-5-yl)pyridin FC([C@@H]1[C@H](C1)C1=CC=NC(=C1)C=1C(=NC(=NC1)OC)OC)F